6-Chloro-2-fluoro-3-(5-(4-(methylsulfonyl)piperazin-1-yl)-1H-pyrazolo[3,4-c]pyridine-1-yl)phenol ClC1=CC=C(C(=C1O)F)N1N=CC=2C1=CN=C(C2)N2CCN(CC2)S(=O)(=O)C